4-(2-(2,6-dioxopiperidin-3-yl)-1-oxoisoindolin-4-yl)-2-methylbut-3-en O=C1NC(CCC1N1C(C2=CC=CC(=C2C1)C=CC(C)C)=O)=O